4-bromo-N-(2-(3,3-difluoropyrrolidin-1-yl)-4-(1-(tetrahydro-2H-pyran-2-yl)-1H-pyrazol-3-yl)pyridin-3-yl)benzamide BrC1=CC=C(C(=O)NC=2C(=NC=CC2C2=NN(C=C2)C2OCCCC2)N2CC(CC2)(F)F)C=C1